N-eicosapentaenoyl-tyrosine C(C=CC=CC=CC=CC=CCCCCCCCCC)(=O)N[C@@H](CC1=CC=C(C=C1)O)C(=O)O